C1(=C(C(=CC(=C1)C)C)B1OC(C(O1)C1=C(C=CC=C1)[N+](=O)[O-])C1=C(C=CC=C1)[N+](=O)[O-])C 2-mesityl-4,5-bis(2-nitrophenyl)-1,3,2-dioxaborolane